Diethyl ((S)-2-(2-(4-chlorophenyl)-2-methylpropanamido)-3-cyclopropylpropanoyl)-D-glutamate ClC1=CC=C(C=C1)C(C(=O)N[C@H](C(=O)N[C@H](CCC(=O)OCC)C(=O)OCC)CC1CC1)(C)C